ClC1=CC=CC(=N1)CCC=O 3-(6-chloro-2-pyridyl)propanal